2,4-bis(trichloromethyl)-6-[2-(5-propyl-2-furyl)vinyl]s-triazine ClC(C1=NC(=NC(=N1)C(Cl)(Cl)Cl)C=CC=1OC(=CC1)CCC)(Cl)Cl